5-chloro-2-methyl-1H-benzo[d]imidazole-6-carbonitrile ClC1=CC2=C(NC(=N2)C)C=C1C#N